1-methyl-4-phenyl-5-(1,3,5-trimethyl-1H-pyrazol-4-yl)pyridin-2(1H)-one CN1C(C=C(C(=C1)C=1C(=NN(C1C)C)C)C1=CC=CC=C1)=O